C=1NC=CC2=NN3C(=C(C=CC=C3)C(=O)N)C21 pyrido[4',3':3,4]pyrazolo[1,5-a]azepine-11(2H)-carboxamide